OC1(CC=CC=C1)C(CCC)=O 1-hydroxy-phenyl-1-butanone